FC(C(=O)O)(F)F.C(N)(=O)C1=[N+](C=CC(=C1)C1CNCCC1(F)F)[O-] 2-carbamoyl-4-(4,4-difluoropiperidin-3-yl)pyridine 1-oxide, trifluoroacetic acid salt